C(C1CS1)OC1C(CCCC1)CC1C(CCCC1)OCC1CO1 [2-(2,3-epithiopropoxy)cyclohexyl][2-(2,3-epoxypropoxy)cyclohexyl]methane